C1=C(C(=CC(=C1Br)Br)Br)OC2=C(C(=C(C(=C2Br)Br)Br)Br)Br octabromodiphenyl oxide